C(CCC)N1C(C2=CN=CC=C2C(=C1)C1=CC(=C(OCC2CCN(CC2)CC2CCN(CC2)C(=O)OC(C)(C)C)C(=C1)OC)OC)=O tert-butyl 4-((4-((4-(2-butyl-1-oxo-1,2-dihydro-2,7-naphthyridin-4-yl)-2,6-dimethoxyphenoxy)methyl)piperidin-1-yl)methyl)piperidine-1-carboxylate